1-((3-(5-(3,5-difluorophenyl)-4,5-dihydro-1H-pyrazole-1-carbonyl)bicyclo[1.1.1]-pentan-1-yl)methyl)-1H-indazole-7-carbonitrile FC=1C=C(C=C(C1)F)C1CC=NN1C(=O)C12CC(C1)(C2)CN2N=CC1=CC=CC(=C21)C#N